tert-butyl 1-methyl-2-(5-((5-(4-(trifluoromethyl)phenyl)oxazol-2-yl)amino)picolinoyl)hydrazine-1-carboxylate CN(NC(C1=NC=C(C=C1)NC=1OC(=CN1)C1=CC=C(C=C1)C(F)(F)F)=O)C(=O)OC(C)(C)C